(R)-4-phenyl-piperazine-1,2-dicarboxylic acid 1-tert-butyl ester 2-methyl ester COC(=O)[C@@H]1N(CCN(C1)C1=CC=CC=C1)C(=O)OC(C)(C)C